3,3,5-trimethylcyclohexylacrylate CC1(CC(CC(C1)C)OC(C=C)=O)C